(2R,3R,4S,5R)-2-(2-chloro-6-spiro[1,3-dihydroisoquinoline-4,1'-cyclohexane]-2-yl-purin-9-yl)-5-(hydroxymethyl)tetrahydrofuran-3,4-diol ClC1=NC(=C2N=CN(C2=N1)[C@@H]1O[C@@H]([C@H]([C@H]1O)O)CO)N1CC2=CC=CC=C2C2(CCCCC2)C1